C1(CC1)C[C@@H](CN[C@H](C=O)C[C@H]1C(NCC1)=O)NC([C@H](C(C)(C)C)NC(OCC1=CC=CC=C1)=O)=O benzyl ((S)-1-(((S)-1-cyclopropyl-3-(((S)-1-oxo-3-((S)-2-oxopyrrolidin-3-yl)propan-2-yl)amino)propan-2-yl)amino)-3,3-dimethyl-1-oxobutan-2-yl)carbamate